IC1=CC=C(C=C1)CCC(=O)O 3-(4-iodophenyl)-propionic acid